cobalt methoxyphenyl-porphyrin COC=1C(=C2NC1C=C1C=CC(=N1)C=C1C=CC(N1)=CC=1C=CC(N1)=C2)C2=CC=CC=C2.[Co]